2,4-bis-(n-octylsulfanyl)-6-(4-hydroxy-3,5-di-tert-butylanilino)-1,3,5-triazine C(CCCCCCC)SC1=NC(=NC(=N1)SCCCCCCCC)NC1=CC(=C(C(=C1)C(C)(C)C)O)C(C)(C)C